FC=1C(=C(C=CC1F)C1CCN(CC1)C(=O)C1=NNC=2CN(CCC21)C2COC2)C(F)(F)F (4-(3,4-difluoro-2-(trifluoromethyl)phenyl)piperidin-1-yl)(6-(oxetan-3-yl)-4,5,6,7-tetrahydro-1H-pyrazolo[3,4-c]pyridin-3-yl)methanone